2,3,11,12-tetrakis(pentyloxy)-8-phenyltriphenylene C(CCCC)OC1=CC=2C3=C(C(=CC=C3C3=C(C=CC=C3C2C=C1OCCCCC)C1=CC=CC=C1)OCCCCC)OCCCCC